tert-butyl 3-{[trans-2-{[2-(2,4-dimethoxypyridin-3-yl)-1-methylpyrrolo[2,3-c]pyridin-5-yl] carbamoyl}cyclopropyl]methyl}-3,6-diazabicyclo[3.1.1]heptane-6-carboxylate COC1=NC=CC(=C1C1=CC=2C(=CN=C(C2)NC(=O)[C@H]2[C@@H](C2)CN2CC3N(C(C2)C3)C(=O)OC(C)(C)C)N1C)OC